FC1CC(N(C1)C(CC=1N=CSC1)=O)C(=O)NC(C1=CC=C(C=C1)C(C)C)C1=CC=CC=C1 4-fluoro-N-{phenyl[4-(propan-2-yl)phenyl]methyl}-1-[2-(1,3-thiazol-4-yl)acetyl]pyrrolidine-2-carboxamide